C[C@@H]1CN(C[C@@H](N1)C)C1=CN=CC(=N1)[C@H](C)NC1=C2C(=NC=C1C#N)NC=C2C2CCOCC2 4-(((S)-1-(6-((3R,5S)-3,5-Dimethylpiperazin-1-yl)pyrazin-2-yl)ethyl)amino)-3-(tetrahydro-2H-pyran-4-yl)-1H-pyrrolo[2,3-b]pyridine-5-carbonitrile